C.BrC1=CC=C(C=C1)C(C)(C)C=1N=C(SC1)NC(=O)NCC=1C=NC(=NC1)N1CCNCC1 1-(4-(2-(4-bromophenyl)propan-2-yl)thiazol-2-yl)-3-((2-(piperazin-1-yl)pyrimidin-5-yl)methyl)urea compound with methane